Diethyl (bromodifluoromethyl)-phosphonate BrC(F)(F)P(OCC)(OCC)=O